BrC1=C(N(C2=NC(=CC=C21)C(F)(F)F)C=2C=C1CC(NC1=CC2)=O)C2CC2 5-[3-Bromo-2-cyclopropyl-6-(trifluoromethyl)pyrrolo[2,3-b]pyridin-1-yl]indolin-2-one